Methyl (R,E)-3-azido-6-phenylhex-5-enoate N(=[N+]=[N-])[C@@H](CC(=O)OC)C\C=C\C1=CC=CC=C1